lithium acetyl-phosphate salt C(C)(=O)OP(=O)([O-])[O-].[Li+].[Li+]